ClC=1C(=CC(=NC1)OC)C1=CC(=NN1)C(=O)N1CCC(CC1)C(=O)NC1CC(CC(C1)C)(C)C 1-(5-(5-chloro-2-methoxypyridin-4-yl)-1H-pyrazole-3-carbonyl)-N-(3,3,5-trimethylcyclohexyl)piperidine-4-carboxamide